2,3,5-trimethyl-styrene CC1=C(C=C)C=C(C=C1C)C